N1N=NN=C1C=1C=C(C=CC1)NC(\C=C\CN1C(S\C(\C1=O)=C/C1=CC=C(C=C1)CC)=O)=O (E)-N-(3-(1H-Tetrazol-5-yl)phenyl)-4-(5-((Z)-4-ethylbenzylidene)-2,4-dioxothiazolidin-3-yl)but-2-enamide